2-(2-(5-Ethylisoxazol-3-yl)isoindolin-5-yl)benzonitrile C(C)C1=CC(=NO1)N1CC2=CC=C(C=C2C1)C1=C(C#N)C=CC=C1